(s)-2-(5,7-dichloro-3-((2-furylmethyl)amino)benzisothiazole-6-carboxamido)-3-(3-(methylsulfonyl)phenyl)propanoic acid isopropyl ester C(C)(C)OC([C@H](CC1=CC(=CC=C1)S(=O)(=O)C)NC(=O)C1=C(C2=C(C(=NS2)NCC=2OC=CC2)C=C1Cl)Cl)=O